FC(C(=O)O)(F)F.FC(C(=O)O)(F)F.FC(C(=O)O)(F)F.FC(C(=O)O)(F)F.C(=O)(O)CN1CCN(CCN(CCN(CC1)CC(=O)O)CC(=O)O)CC(=O)NCC(=O)N[C@@H](CCCCN1C(C=CC1=O)=O)C(=O)OC(C)(C)C tert-Butyl N-{[4,7,10-tris(carboxymethyl)-1,4,7,10-tetraazacyclododecan-1-yl]acetyl}glycyl-6-(2,5-dioxo-2,5-dihydro-1H-pyrrol-1-yl)-L-norleucinate tetrakis(trifluoroacetate)